COCCOCCOCCOCCOCCOCCOCCOCCOCCOCCOCCOC1=CC=C(CCNC(OC(C)(C)C)=O)C=C1 tert-Butyl (4-((2,5,8,11,14,17,20,23,26,29,32-undecaoxatetratriacontan-34-yl)oxy)phenethyl)carbamate